FC=1C=C(C=CC1)N1C2CN(CC1CC2)C2=NC(=NC=C2C#N)C=2C=NN(C2)C 4-[8-(3-fluorophenyl)-3,8-diazabicyclo[3.2.1]oct-3-yl]-2-(1-methyl-1H-pyrazol-4-yl)pyrimidine-5-carbonitrile